FC(C(=O)OC)C(=O)OC Methyl 2-fluoro-3-methoxy-3-oxopropanoate